C[C@H]1N(C[C@@H](NC1)C)C(=O)OC(C)(C)C tert-Butyl (2R,5S)-2,5-dimethylpiperazine-1-carboxylate